(5-amino-2-hydroxyphenyl) (4-aminophenyl) ketone NC1=CC=C(C=C1)C(=O)C1=C(C=CC(=C1)N)O